tert-butyl 4-((2-(3,4-dichlorophenyl)thiazol-4-yl)carbamoyl)piperazine-1-carboxylate ClC=1C=C(C=CC1Cl)C=1SC=C(N1)NC(=O)N1CCN(CC1)C(=O)OC(C)(C)C